(3S)-3-{4,5-difluoro-2',6'-dimethyl-[1,1'-biphenyl]-3-yl}-3-[(2S)-4-methyl-2-({2-[(1-methylazetidin-3-yl)oxy]pyridin-3-yl}formamido)pentanamido]propanoic acid FC1=C(C=C(C=C1F)C1=C(C=CC=C1C)C)[C@H](CC(=O)O)NC([C@H](CC(C)C)NC(=O)C=1C(=NC=CC1)OC1CN(C1)C)=O